(S)-1-(5-methoxyisochroman-1-yl)-N-methylamine COC1=C2CCO[C@@H](C2=CC=C1)CN